3,7-dihydropyrrolo[3,4-f]isoindole-1,5-dione C1(NCC=2C1=CC=1CNC(C1C2)=O)=O